FC1(CN(CCC1)CC1=NOC(N1CC1=CC=C(C=C1)F)=O)F 3-[(3,3-difluoropiperidin-1-yl)methyl]-4-[(4-fluorophenyl)methyl]-4,5-dihydro-1,2,4-oxadiazol-5-one